4-chloro-6-methoxy-2-(oxetan-3-yl)pyrimidine ClC1=NC(=NC(=C1)OC)C1COC1